Cl.FC=1C(=CC2=C(CN(CCS2)C(=O)N2CCNCC2)C1)F (7,8-difluoro-2,3-dihydrobenzo[f][1,4]thiazepin-4(5H)-yl)(piperazin-1-yl)methanone hydrochloride